C(#N)C=1C(=CC(=NC1)NC(=O)N1CCCC2=CC(=C(N=C12)C=O)CN1C(OC=CC=C1)=C=O)N1C[C@H](CC1)OC (S)-N-(5-Cyano-4-(3-methoxypyrrolidin-1-yl)pyridin-2-yl)-7-formyl-6-((2-carbonyl-1,3-oxazepin-3-yl)methyl)-3,4-dihydro-1,8-naphthyridin-1(2H)-carboxamide